6-[(7R,8aS)-7-{[2-(trifluoromethyl)pyridin-3-yl]oxy}-octahydropyrrolo[1,2-a]pyrazine-2-carbonyl]-1H-indole FC(C1=NC=CC=C1O[C@@H]1C[C@@H]2N(CCN(C2)C(=O)C2=CC=C3C=CNC3=C2)C1)(F)F